CN1C=NC=C1C(=O)NC(CCC=CC(=O)[O-])C=O 6-(1-methyl-1H-imidazol-5-carboxamido)-7-oxohept-2-enoat